tributyl-(3-methoxyprop-1-en-2-yl)stannane C(CCC)[Sn](C(=C)COC)(CCCC)CCCC